NC1=NC=C(C(=N1)N)CN1CCC2=CC(=CC=C12)C1=CC(=C(C(=O)O)C=C1)O 4-(1-((2,4-diaminopyrimidin-5-yl)methyl)indolin-5-yl)-2-hydroxybenzoic acid